[B].[Cu].[Co] Cobalt-copper-boron